3,6,9,15,18,21-hexaoxa-12-azatetracosan-24-amide, Hydrochloride Cl.CCOCCOCCOCCNCCOCCOCCOCCC(=O)N